FC=1C=C(C=CC1O)C1=CC=C2C\C(\C(C2=C1)O)=N/O (2E)-6-(3-fluoro-4-hydroxyphenyl)-2-(hydroxyimino)-2,3-dihydro-1H-inden-1-ol